Diallyl biphenyl-dicarboxylate (Diallyl phthalate) C(C=C)C=1C(=C(C(C(=O)O)=CC1)C(=O)O)CC=C.C1(=C(C(=CC=C1)C(=O)OCC=C)C(=O)OCC=C)C1=CC=CC=C1